C(=C)(C)C=1OC(C(N1)(C)C)=O 2-isopropenyl-4,4-dimethyl-1,3-oxazoline-5-one